FC(C(CCCOS(=O)(=O)C)O)(F)C=1NN=C2C1CN([C@@H](C2)C)C(=O)OC(C)(C)C tert-Butyl (6R)-3-{1,1-difluoro-2-hydroxy-5-[(methanesulfonyl)oxy]pentyl}-6-methyl-2,4,6,7-tetrahydro-5H-pyrazolo[4,3-c]pyridine-5-carboxylate